CN1C(=CC2=CC=CC=C12)C=O N-methyl-indole-2-carboxaldehyde